(2R,3R,4R)-4-(benzyloxy)-2-((benzyloxy)methyl)-5-(4-fluorophenyl)-3,4-dihydro-2H-pyran-3-ol C(C1=CC=CC=C1)O[C@H]1[C@H]([C@H](OC=C1C1=CC=C(C=C1)F)COCC1=CC=CC=C1)O